FC1=CC=C(C=C1)C1=CC=C(S1)CC=1C=C(C=CC1C)C([C@@H]([C@H]([C@H]([C@@H](CCC(=O)O)O)CC(=O)O)CC(=O)O)CC(=O)O)=O.BrC=1C=C(C=NC1)OCC(C)=O 1-[(5-bromo-3-pyridyl)oxy]propan-2-one (2R,3R,4S,5R)-6-(3-((5-(4-fluorophenyl)thiophen-2-yl)methyl)-4-methylphenyl)-2-hydroxy-6-oxohexane-1,3,4,5-tetrayltetraacetate